2-acetamido-N-[2-(2,6-dioxo-3-piperidyl)-3-oxo-isoindolin-5-yl]acetamide C(C)(=O)NCC(=O)NC=1C=C2C(N(CC2=CC1)C1C(NC(CC1)=O)=O)=O